ClC1=C(C=CC(=C1C#N)F)C(C(=O)O)(F)F 2-(2-chloro-3-cyano-4-fluoro-phenyl)-2,2-difluoro-acetic acid